5-methyl-1-(2-propyn-1-yl)isatin CC=1C=C2C(C(N(C2=CC1)CC#C)=O)=O